NC1=NC=2C=CC=CC2C2=C1N=C(N2CC2=CC(=C(C(=C2)C)O)CN)CCCC 4-((4-Amino-2-butyl-1H-imidazo[4,5-c]quinolin-1-yl)methyl)-2-(aminomethyl)-6-methylphenol